2-(1-(2,6-dioxopiperidin-3-yl)-3-methyl-2-oxo-2,3-dihydro-1H-benzo[d]imidazole-5-yl)-2,7-diazaspiro[3.5]nonane-7-carboxylic acid tert-butyl ester C(C)(C)(C)OC(=O)N1CCC2(CN(C2)C2=CC3=C(N(C(N3C)=O)C3C(NC(CC3)=O)=O)C=C2)CC1